OC=1C=C(C=NC1)C1=CC(=C(C(=C1)OC)CN1CCNCC1)OC 4-[[4-(5-Hydroxypyridin-3-yl)-2,6-dimethoxyphenyl]methyl]piperazin